FC1=NNC=C1 3-fluoro-1H-pyrazole